N-(3-methoxypropyl)-4-(7-morpholinoquinazolin-5-yl)oxy-cyclohexanecarboxamide COCCCNC(=O)C1CCC(CC1)OC1=C2C=NC=NC2=CC(=C1)N1CCOCC1